2-(naphthalen-1-yl)-4,6-bis(trichloromethyl)-s-triazine C1(=CC=CC2=CC=CC=C12)C1=NC(=NC(=N1)C(Cl)(Cl)Cl)C(Cl)(Cl)Cl